methyl 4-aminobutanoate hydrochloride Cl.NCCCC(=O)OC